[3-(p-toluenesulfonyloxy)propyl-amino]-1,3-dimethyluracil CC1=CC=C(C=C1)S(=O)(=O)OCCCNC=1C(N(C(N(C1)C)=O)C)=O